NC1=NC2=CC=C(C=C2C=N1)C=1C(=C(C=CC1F)N1CCC(CC1)CO)F N-[3-(2-aminoquinazolin-6-yl)-2,4-difluorophenyl]-4-(hydroxymethyl)piperidine